(E)-butyl(3,4-dimethylstyryl)sulfane C(CCC)S\C=C\C1=CC(=C(C=C1)C)C